4-(4-((4-Nitrophenyl)sulfonyl)-3,4-dihydro-2H-pyrido[4,3-b][1,4]thiazin-8-yl)benzonitrile [N+](=O)([O-])C1=CC=C(C=C1)S(=O)(=O)N1C2=C(SCC1)C(=CN=C2)C2=CC=C(C#N)C=C2